C1(CC1)NC(NC1=NC=CC(=C1)CN1CCN(CC1)C=1C=CC(=NC1F)C(=O)NC)=O 5-(4-((2-(3-cyclopropylureido)pyridin-4-yl)methyl)piperazin-1-yl)-6-fluoro-N-methylpicolinamide